5-(2-(benzyloxy)phenyl)-N-(3-chloro-5-(methylsulfonyl)phenyl)-1-methyl-1H-pyrazole-3-carboxamide C(C1=CC=CC=C1)OC1=C(C=CC=C1)C1=CC(=NN1C)C(=O)NC1=CC(=CC(=C1)S(=O)(=O)C)Cl